FC(C=1OC(=NN1)C=1C=NC(=CC1)CN1N=NC(=C1)C1=CC(=CC=C1)C1CCNCC1)F 2-(difluoromethyl)-5-(6-((4-(3-(piperidin-4-yl)phenyl)-1H-1,2,3-triazol-1-yl)methyl)pyridin-3-yl)-1,3,4-oxadiazole